(2-carbamoyl-5-methyl-4-pyridyl)-5-[3-fluoro-2-methoxy-4-(trifluoromethoxy)phenoxy]-3-methyl-2-(trifluoromethyl)pyridine-4-carboxamide C(N)(=O)C1=NC=C(C(=C1)C1=C(C(=C(C(=N1)C(F)(F)F)C)C(=O)N)OC1=C(C(=C(C=C1)OC(F)(F)F)F)OC)C